C1(CC1)C1=C(C=C(C(=O)O)C=C1)S(NC1=C(C=CC(=C1)C(F)(F)F)C=1SC(=CC1)C)(=O)=O 4-cyclopropyl-3-(N-(2-(5-methylthiophen-2-yl)-5-(trifluoromethyl)phenyl)sulfamoyl)benzoic Acid